ethyl 2-((3'-ethoxy-4'-(3-(4-methoxybenzyl)-7-oxo-6,7-dihydro-3H-[1,2,3]triazolo[4,5-d]pyrimidin-5-yl)-[1,1'-biphenyl]-3-yl)methyl)-3-oxobutanoate C(C)OC=1C=C(C=CC1C=1NC(C2=C(N1)N(N=N2)CC2=CC=C(C=C2)OC)=O)C2=CC(=CC=C2)CC(C(=O)OCC)C(C)=O